C(#N)CCCOC1=C(C=CC(=C1)C(=O)NC1=CC(=C(C=C1)O)NS(=O)(=O)C)C1=CC=C(C=C1)C(F)(F)F 2-(3-cyanopropoxy)-N-(4-hydroxy-3-(methylsulfonylamino)phenyl)-4'-(trifluoromethyl)-[1,1'-biphenyl]-4-carboxamide